5-chloro-2-N-[2-methoxy-4-[4-(4-methylpiperazin-1-yl)piperidin-1-yl]phenyl]-4-N-(2-propan-2-ylsulfonylphenyl)pyrimidine-2,4-diamine ClC=1C(=NC(=NC1)NC1=C(C=C(C=C1)N1CCC(CC1)N1CCN(CC1)C)OC)NC1=C(C=CC=C1)S(=O)(=O)C(C)C